β-Alanine ethyl ester hydrochloride Cl.C(C)OC(CCN)=O